ClC=1C=C(C=CC1F)NC1=NC=2N(C=C1)N=CC2NC(=O)NC2=NC(N(C=C2F)C2OC(C(C2O)O)C)=O 1-(5-((3-chloro-4-fluorophenyl)amino)pyrazolo[1,5-a]Pyrimidin-3-yl)-3-(1-(3,4-dihydroxy-5-methyltetrahydrofuran-2-yl)-5-fluoro-2-oxo-1,2-dihydropyrimidin-4-yl)urea